C(CCC)[C@H]1OCC(N2C1CNCC2)=O butyl-(R)-4-oxohexahydropyrazino[2,1-c][1,4]oxazine